4-(2-methylbut-3-en-2-yl)-1-(2,2,2-trifluoroethyl)piperidine CC(C)(C=C)C1CCN(CC1)CC(F)(F)F